[3-[(4R)-3-(4-chlorophenyl)-4-phenyl-4,5-dihydropyrazol-1-yl]-1-[(1S)-1-(4-chlorophenyl)ethyl]-5-oxo-1,2,4-triazol-4-yl]acetic acid ClC1=CC=C(C=C1)C1=NN(C[C@H]1C1=CC=CC=C1)C1=NN(C(N1CC(=O)O)=O)[C@@H](C)C1=CC=C(C=C1)Cl